C1(CC1)NC(C[C@@H]1N(C(CC1)=O)CC1=C(C(=CC=C1)F)F)=O N-cyclopropyl-2-[(2R)-1-[(2,3-difluorophenyl)methyl]-5-oxopyrrolidin-2-yl]acetamid